C(C)(C)(C)N1CCN(CC1)CC1=CC=C(C=C1)[C@H](C)NC=1N=C(C2=C(N1)N(C(C=C2)=O)CC(C)(C)C)C#N tert-Butyl-4-{4-[(1S)-1-{[4-cyano-8-(2,2-dimethyl-propyl)-7-oxo-7,8-dihydropyrido[2,3-d]pyrimidin-2-yl]amino}ethyl]benzyl}piperazin